Cl.CC1(CCNCC1)C1=NOC(=N1)C1(CC1)C 4-methyl-4-[5-(1-methylcyclopropyl)-1,2,4-oxadiazol-3-yl]piperidine hydrochloride